C(CCCCCCC)OC1=C(SC=C1OCCCCCCCC)C=1SC=C(C1OCCCCCCCC)OCCCCCCCC {3,4-di(octoxy)thiophene-2-yl}-3,4-di(octoxy)thiophene